(2-methoxyphenyl)-2-((tetrahydro-2H-pyran-4-yl)oxy)ethanol COC1=C(C=CC=C1)C(COC1CCOCC1)O